COC=1C=C(C=CC1)C(C)N 1-(3-Methoxyphenyl)ethane-1-amine